C(CCC)S(=O)(=O)N1CCN(CC1)C(CC)O (4-(butylsulfonyl)piperazine-1-Yl)propan-1-ol